Cl.N[C@@H]1CCCC12CCN(CC2)C2=NC=C(C(N2C)=O)SC2=C(C1=CN(N=C1C=C2)C)Cl (R)-2-(1-amino-8-azaspiro[4.5]decan-8-yl)-5-((4-chloro-2-methyl-2H-indazol-5-yl)thio)-3-methylpyrimidin-4(3H)-one hydrochloride